OCCN(CCNCCO)CCO N,N,N'-tris(2-hydroxy-ethyl)ethylenediamine